(1S,2S)-1-(2-chlorophenyl)-N1-methyl-N2-(3-(4-methylpiperazin-1-yl)propyl)-cyclohexane-1,2-diamine tetrahydrochloride Cl.Cl.Cl.Cl.ClC1=C(C=CC=C1)[C@@]1([C@H](CCCC1)NCCCN1CCN(CC1)C)NC